(R)-2-((1-(2-cyano-3-(5,7-dihydro-6H-pyrrolo[3,4-b]pyridin-6-yl)-7-methylquinoxalin-5-yl)ethyl)amino)-benzoic acid C(#N)C1=NC2=CC(=CC(=C2N=C1N1CC2=NC=CC=C2C1)[C@@H](C)NC1=C(C(=O)O)C=CC=C1)C